N1=C(C=CC=C1)C1=NOC(=C1)CN1N=C(C=CC1=O)C=1C=NC(=NC1)OCC(F)(F)F 2-((3-(pyridin-2-yl)isoxazol-5-yl)methyl)-6-(2-(2,2,2-trifluoroethoxy)pyrimidin-5-yl)pyridazin-3(2H)-one